4-[[3-(Benzylcarbamoyl)-1-(3-chlorophenyl)-7-oxo-4,5-dihydropyrazolo[3,4-c]pyridin-6-yl]methyl]piperidine-1-carboxylic acid tert-butyl ester C(C)(C)(C)OC(=O)N1CCC(CC1)CN1C(C2=C(CC1)C(=NN2C2=CC(=CC=C2)Cl)C(NCC2=CC=CC=C2)=O)=O